COCC(=O)O The molecule is a monocarboxylic acid that is acetic acid in which one of the methyl hydrogens is replaced by a methoxy group. It has a role as a human xenobiotic metabolite, an apoptosis inducer, a mutagen and an antineoplastic agent. It is a monocarboxylic acid and an ether. It derives from an acetic acid. It is a conjugate acid of a methoxyacetate.